NC1=NC=C(C2=C1C(=C(S2)C2=C(C=C(C=C2)NC(C(=C)C)=O)C)C2=CC(=C(C=C2)OC2=NC=CC(=N2)C)F)C=2N=C(N(C2)C)C(F)F N-(4-(4-amino-7-(2-(difluoromethyl)-1-methyl-1H-imidazol-4-yl)-3-(3-fluoro-4-((4-methylpyrimidin-2-yl)oxy)phenyl)thieno[3,2-c]pyridin-2-yl)-3-methylphenyl)methacrylamide